COC1=CC=C(C=C1)N1CCOCC1 4-(4-methoxyphenyl)morpholine